N-(5-fluoro-4-(8-fluoro-4-isopropyl-3,4-dihydro-2H-benzo[b][1,4]oxazin-6-yl)pyrimidin-2-yl)-3-(1-methylpiperidin-4-yl)isoxazol-5-amine FC=1C(=NC(=NC1)NC1=CC(=NO1)C1CCN(CC1)C)C1=CC2=C(OCCN2C(C)C)C(=C1)F